3-((4-hydroxybenzylidene)amino)benzamide OC1=CC=C(C=NC=2C=C(C(=O)N)C=CC2)C=C1